ClC1=CC=CC(=N1)NC(C(C)(C)C)=O N-(6-chloropyridin-2-yl)-2,2-dimethylpropionamide